N1C=NC2=C1C=CO2 furo[2,3-d]imidazole